spiro[2.4]heptan-4-amine hydrochloride Cl.C1CC12C(CCC2)N